C(C)(C)(C)C1=CC2=C(C=C1)C1=CC=C(C=C1C21C2=CC=CC=C2C=2C=CC(=CC12)B(O)O)C(C)(C)C 2',7'-di-tert-butyl-9,9'-spirobi[9H-fluoren]-2-ylboronic acid